C1(=CC=CC=C1)[B-](C1=C(C(=C(C(=C1F)F)F)F)F)(C1=C(C(=C(C(=C1F)F)F)F)F)C1=C(C(=C(C(=C1F)F)F)F)F.C1(=CC=CC=C1)[S+](C1=CC=C(C=C1)SC1=CC=C(C=C1)[S+](C1=CC=CC=C1)C1=CC=CC=C1)C1=CC=CC=C1.C1(=CC=CC=C1)[B-](C1=C(C(=C(C(=C1F)F)F)F)F)(C1=C(C(=C(C(=C1F)F)F)F)F)C1=C(C(=C(C(=C1F)F)F)F)F bis[4-(diphenylsulfonio) phenyl] sulfide phenyltris(pentafluorophenyl)borate